1-(2-((3,5-dichlorophenyl)amino)quinazolin-4-yl)-3-(4-fluorophenyl)urea ClC=1C=C(C=C(C1)Cl)NC1=NC2=CC=CC=C2C(=N1)NC(=O)NC1=CC=C(C=C1)F